6,6-Dimethyl-3-(1H-pyrazolo[3,4-b]pyridin-4-yl)-2-(thiazol-4-yl)-6,7-dihydro-4H-pyrazolo[5,1-c][1,4]oxazine CC1(CN2C(CO1)=C(C(=N2)C=2N=CSC2)C2=C1C(=NC=C2)NN=C1)C